(S)-(4-(7-fluorobenzo[d]oxazol-2-yl)-6,7-dihydro-1H-imidazo[4,5-c]pyridin-5(4H)-yl)(4-methyloxazol-5-yl)methanone FC1=CC=CC=2N=C(OC21)[C@H]2N(CCC1=C2N=CN1)C(=O)C1=C(N=CO1)C